(6-bromo-2-ethylimidazo[1,2-a]pyrimidin-3-yl)(3,5-dibromo-4-hydroxyphenyl)methanone BrC=1C=NC=2N(C1)C(=C(N2)CC)C(=O)C2=CC(=C(C(=C2)Br)O)Br